tert-butyl (2S)-2-(2-(6-bromo-4-chloro-7-fluoro-2H-indazol-2-yl)-3-ethoxy-3-oxopropanoyl)pyrrolidine-1-carboxylate BrC=1C=C(C2=CN(N=C2C1F)C(C(=O)[C@H]1N(CCC1)C(=O)OC(C)(C)C)C(=O)OCC)Cl